4-bromo-3-(pyridin-2-ylmethoxy)thiophene-2-carboxylic acid methyl ester COC(=O)C=1SC=C(C1OCC1=NC=CC=C1)Br